FC1=CC=C(C=C1)NC(=S)C1=C(CCNC1=O)NCC1=C(C=NC=C1)OCCN(C(OC(C)(C)C)=O)C tert-butyl [2-({4-[({5-[(4-fluorophenyl)carbamothioyl]-6-oxo-1,2,3,6-tetrahydropyridin-4-yl}amino)methyl]pyridin-3-yl}oxy)ethyl]methylcarbamate